(R)-3-amino-4-(2,4,5-trifluoro-phenyl)butanoic acid N[C@@H](CC(=O)O)CC1=C(C=C(C(=C1)F)F)F